C(C1=CC=CC=C1)OC1=C(C=C(C(=C1)Br)F)C1(CCC1)C=O 1-(2-benzyloxy-4-bromo-5-fluoro-phenyl)cyclobutanecarbaldehyde